N1(N=CC=C1)CC1=CC2=C(C(=NO2)N)C2=C1OC(O2)(F)F 4-((1H-pyrazol-1-yl)methyl)-2,2-difluoro-[1,3]dioxolano[4',5':5,6]benzo[1,2-d]isoxazol-8-amine